5-(3-(trifluoromethoxy)phenyl)-N-(3-(2,2-difluoropropyl)-1,2,4-thiadiazol-5-yl)thiophene-3-Formamide FC(OC=1C=C(C=CC1)C1=CC(=CS1)C(=O)NC1=NC(=NS1)CC(C)(F)F)(F)F